4-[(1s,4s,5r)-5-{[5-cyclopropyl-3-(2,6-dichlorophenyl)-1,2-oxazol-4-yl]methoxy}-2-azabicyclo[2.2.1]heptan-2-yl]-N-(3-hydroxybutyryl)benzamide C1(CC1)C1=C(C(=NO1)C1=C(C=CC=C1Cl)Cl)CO[C@H]1[C@@H]2CN([C@H](C1)C2)C2=CC=C(C(=O)NC(CC(C)O)=O)C=C2